(3-(2,4-difluorophenyl)pyrrolidin-1-yl)(4-((R)-2-hydroxy-3-(2H-tetrazol-2-yl)propoxy)phenyl)methanone FC1=C(C=CC(=C1)F)C1CN(CC1)C(=O)C1=CC=C(C=C1)OC[C@@H](CN1N=CN=N1)O